N-α-maleimidoacetyl-oxysuccinimide C1(C=CC(N1CC(=O)ON1C(CCC1=O)=O)=O)=O